2-oxo-6-(trifluoromethoxy)quinolin O=C1NC2=CC=C(C=C2C=C1)OC(F)(F)F